tert-butyl 4-{2-[5-bromo-4-(4-fluorophenyl)-2-(trifluoromethyl)-1H-imidazol-1-yl]acetyl}piperazine-1-carboxylate BrC1=C(N=C(N1CC(=O)N1CCN(CC1)C(=O)OC(C)(C)C)C(F)(F)F)C1=CC=C(C=C1)F